FC1=C(C=C(C#N)C=C1)C=1CCN(CC1)C(CCC=1NC(C2=C(C=CC(=C2C1)C)F)=O)=O 4-fluoro-3-(1-(3-(8-fluoro-5-methyl-1-oxo-1,2-dihydroisoquinolin-3-yl)propionyl)-1,2,3,6-tetrahydropyridin-4-yl)benzonitrile